([1,1'-binaphthalene]-2,2'-diyl)bis(diphenylphosphane) C1(=C(C=CC2=CC=CC=C12)P(C1=CC=CC=C1)C1=CC=CC=C1)C1=C(C=CC2=CC=CC=C12)P(C1=CC=CC=C1)C1=CC=CC=C1